Tert-butyl (4R)-4-[3-(2,6-dibenzyloxy-3-pyridyl)-1-methyl-indazol-7-yl]-3,3-difluoro-piperidine-1-carboxylate C(C1=CC=CC=C1)OC1=NC(=CC=C1C1=NN(C2=C(C=CC=C12)[C@@H]1C(CN(CC1)C(=O)OC(C)(C)C)(F)F)C)OCC1=CC=CC=C1